(S)-quinuclidin-3-yl (6-(3-(trifluoromethoxy)phenyl)-2,3-dihydro-1H-inden-1-yl)carbamate FC(OC=1C=C(C=CC1)C1=CC=C2CCC(C2=C1)NC(O[C@@H]1CN2CCC1CC2)=O)(F)F